C(C)(C)NC1CC2=C(N=C(S2)C2=NNC(=C2C(C)C)C=2C=C(C=3N(C2)N=CN3)C)CC1 N-isopropyl-2-(4-isopropyl-5-(8-methyl-[1,2,4]triazolo[1,5-a]pyridin-6-yl)-1H-pyrazol-3-yl)-4,5,6,7-tetrahydrobenzo[d]thiazol-6-amine